C(#N)C=1N=CC2=C(N1)N(C(=C2)C2=CC=C(C=C2)NC(OC(C)(C)C)=O)C2CCC2 tert-Butyl (4-(2-cyano-7-cyclobutyl-7H-pyrrolo[2,3-d]pyrimidin-6-yl)phenyl)carbamate